N-Boc-N-(6-methoxy-2-naphthyl)benzophenone hydrazone C(=O)(OC(C)(C)C)N(N=C(C1=CC=CC=C1)C1=CC=CC=C1)C1=CC2=CC=C(C=C2C=C1)OC